N-((1R,4R)-4-((4-((5-cyclopropyl-1H-pyrazol-3-yl)amino)pyrimidin-2-yl)(methyl)amino)cyclohexyl)-3-(trifluoromethyl)benzamide C1(CC1)C1=CC(=NN1)NC1=NC(=NC=C1)N(C1CCC(CC1)NC(C1=CC(=CC=C1)C(F)(F)F)=O)C